CC1=CC=C(C=C1)S(=O)(=O)OCCOCCOCCOCC#C 2-(2-(2-(prop-2-yn-1-yloxy)ethoxy)ethoxy)ethyl 4-toluenesulfonate